8-bromo-7-chloro-1-cyclopropyl-6-(3-fluoro-2-pyridyl)-4H-[1,2,4]triazolo[4,3-a][1,4]benzodiazepine BrC=1C=CC2=C(C(=NCC=3N2C(=NN3)C3CC3)C3=NC=CC=C3F)C1Cl